FC1=CC=2C(=NC(=CC2)C(C)O)S1 1-(2-fluorothieno[2,3-b]pyridin-6-yl)ethan-1-ol